C=1(C(=CC=CC1)C(=O)N)C=1C(=CC=CC1)C(=O)N [1,1'-biphenyl]-2,2'-diamide